O=C1NC(CCC1N1C(C2=CC=CC(=C2C1=O)CCCCCN1CCN(CC1)C1=NC=C(C(=O)N2CCC(CC2)CCCCNC(\C=C\C=2C=NC=CC2)=O)C=C1)=O)=O (E)-N-(4-(1-(6-(4-(5-(2-(2,6-dioxopiperidin-3-yl)-1,3-dioxoisoindolin-4-yl)pentyl)piperazin-1-yl)nicotinoyl)piperidin-4-yl)butyl)-3-(pyridin-3-yl)acrylamide